C(C1=CC=CC=C1)OC1=C(N2C(C3=C(C(=CC=C13)OC1=CC=CC=C1)Cl)=NC=N2)C(=O)OC Methyl 6-(benzyloxy)-10-chloro-9-phenoxy-[1,2,4]triazolo[5,1-a]isoquinoline-5-carboxylate